C1(CC1)CN(C(=O)C=1C=NN(C1)C)CC(=O)OC methyl 2-[N-(cyclopropylmethyl)-1-(1-methyl-1H-pyrazol-4-yl)formamido]acetate